C[SiH](C)OC(C)(C)C tert-butyl (dimethyl)silyl ether